t-Butyl (2S)-4-((Z)-2-amino-2-(hydroxyimino)ethyl)-2-methylpyrrolidine-1-carboxylate N\C(\CC1C[C@@H](N(C1)C(=O)OC(C)(C)C)C)=N/O